BrC1=C(C(=CC=C1)Cl)NC(=O)C=1C(=NC(=NC1)NC1=CC=C(C=C1)N1CCC2(CC1)CCN(CC2)C)OC N-(2-bromo-6-chlorophenyl)-4-methoxy-2-{p-(9-methyl-3,9-diaza-3-spiro[5.5]undecyl)phenylamino}-5-pyrimidinecarboxamide